CCCCCCCBr Bromoheptane